1-(1-acetyl-3-methylpyrrolidine-3-carbonyl)-4-fluoro-N-{phenyl-[4-(prop-2-yl)phenyl]methyl}pyrrolidine-2-carboxamide C(C)(=O)N1CC(CC1)(C(=O)N1C(CC(C1)F)C(=O)NC(C1=CC=C(C=C1)C(C)C)C1=CC=CC=C1)C